BrC1=CC(N(N=C1OC)CC1=CC=C(C=C1)OC)=O 5-Bromo-6-methoxy-2-(4-methoxybenzyl)pyridazin-3(2H)-one